NCCOCCOCCOCCOCCOCCOCCOC1CCN(CC1)C(=O)OC(C)(C)C tert-butyl 4-[2-[2-[2-[2-[2-[2-(2-aminoethoxy)ethoxy]ethoxy]ethoxy]-ethoxy]ethoxy]ethoxy]piperidine-1-carboxylate